(Z)-1-(2-fluoro-2-nitrovinyl)-3-cyanobenzene F\C(=C/C1=CC(=CC=C1)C#N)\[N+](=O)[O-]